FC1=C(C=CC(=C1)OCCN1CC(C1)CF)[C@@H]1N([C@@H](CC2=C1NC1=CC=CC=C21)C)S(=O)(=O)C (1S,3R)-1-[2-fluoro-4-[2-[3-(fluoromethyl)azetidin-1-yl]ethoxy]phenyl]-3-methyl-2-methylsulfonyl-1,3,4,9-tetrahydropyrido[3,4-b]indole